(E)-4-bromo-2-((3,4-dichlorophenylimino)methyl)phenyl 4-methylbenzoate CC1=CC=C(C(=O)OC2=C(C=C(C=C2)Br)/C=N/C2=CC(=C(C=C2)Cl)Cl)C=C1